The molecule is a branched amino oligosaccharide (octadecasaccharide) consisting of a linear trisaccharide unit of beta-D-mannose, N-acetyl-beta-D-glucosamine and N-acetyl-beta-D-glucosamine residues, connected by (1->3) linkages, to the beta-D-mannose residue of which are linked (1->3) and (1->6) alpha-D-mannose residues, the one at O-2 being substituted at O-2 by a beta-D-galactosyl-(1->3)-N-acetyl-beta-D-glucosaminyl-(1->3)-beta-D-galactosyl-(1->4)-N-acetyl-beta-D-glucosaminyl tetrasaccharide unit and the one at O-6 being substituted also at both O-2 and O-6 by beta-D-galactosyl-(1->3)-N-acetyl-beta-D-glucosaminyl-(1->3)-beta-D-galactosyl-(1->4)-N-acetyl-beta-D-glucosaminyl tetrasaccharide units, while to the N-acetyl-D-glucosamine residue at the reducing end is linked (1->6) an alpha-L-fucose residue. It is an amino oligosaccharide and a glucosamine oligosaccharide. C[C@H]1[C@H]([C@H]([C@@H]([C@@H](O1)OC[C@@H]2[C@H]([C@@H]([C@H]([C@@H](O2)O)NC(=O)C)O)O[C@H]3[C@@H]([C@H]([C@@H]([C@H](O3)CO)O[C@H]4[C@H]([C@H]([C@@H]([C@H](O4)CO[C@@H]5[C@H]([C@H]([C@@H]([C@H](O5)CO[C@H]6[C@@H]([C@H]([C@@H]([C@H](O6)CO)O[C@H]7[C@@H]([C@H]([C@H]([C@H](O7)CO)O)O[C@H]8[C@@H]([C@H]([C@@H]([C@H](O8)CO)O)O[C@H]9[C@@H]([C@H]([C@H]([C@H](O9)CO)O)O)O)NC(=O)C)O)O)NC(=O)C)O)O)O[C@H]1[C@@H]([C@H]([C@@H]([C@H](O1)CO)O[C@H]1[C@@H]([C@H]([C@H]([C@H](O1)CO)O)O[C@H]1[C@@H]([C@H]([C@@H]([C@H](O1)CO)O)O[C@H]1[C@@H]([C@H]([C@H]([C@H](O1)CO)O)O)O)NC(=O)C)O)O)NC(=O)C)O)O[C@@H]1[C@H]([C@H]([C@@H]([C@H](O1)CO)O)O)O[C@H]1[C@@H]([C@H]([C@@H]([C@H](O1)CO)O[C@H]1[C@@H]([C@H]([C@H]([C@H](O1)CO)O)O[C@H]1[C@@H]([C@H]([C@@H]([C@H](O1)CO)O)O[C@H]1[C@@H]([C@H]([C@H]([C@H](O1)CO)O)O)O)NC(=O)C)O)O)NC(=O)C)O)O)NC(=O)C)O)O)O